ClC1=CC=C(C2=C1C=C(O2)F)COC2=NC(=NC=C2F)C2=CCC(CC2)CC(=O)O (4-(4-((4-chloro-2-fluorobenzofuran-7-yl)methoxy)-5-fluoropyrimidin-2-yl)cyclohex-3-en-1-yl)acetic acid